FC=1C=C(C=C(C1OCCCC)F)B(O)O 3,5-difluoro-4-butoxyphenylboronic acid